3-[1-(methylamino)ethyl]pyrazin-2-amine CNC(C)C=1C(=NC=CN1)N